FC=1C=C(C=CC1F)N1CC2C(C1)CN(C2)C(=O)N2C(C=CC1=CC(=CC=C21)[N+](=O)[O-])=O (5-(3,4-difluorophenyl)octahydropyrrolo[3,4-c]pyrrole-2-carbonyl)-6-nitroquinolin-2(1H)-one